FC1=CC(=C2CNCC2=C1)C(F)(F)F 6-fluoro-4-(trifluoromethyl)isoindoline